BrC=1SC=C(N1)C(=O)NC=1C(=NN(C1)[C@@H]1CC[C@H](CC1)OCC)C1=NC=CC=N1 2-bromo-N-(1-(trans-4-ethoxycyclohexyl)-3-(pyrimidin-2-yl)-1H-pyrazol-4-yl)thiazole-4-carboxamide